C(C)(C)(C)OC(=O)N1CC(CC1)(C)OCCO[Si](C)(C)C(C)(C)C 3-(2-(tert-butyldimethylsiloxy)ethoxy)-3-methylpyrrolidine-1-carboxylic acid tert-butyl ester